N-(2-((1S,3S,5S)-3-cyano-2-azabicyclo[3.1.0]hex-2-yl)-2-oxoethyl)-7-(1-ethoxycyclopropyl)quinoline-4-carboxamide C(#N)[C@H]1N([C@H]2C[C@H]2C1)C(CNC(=O)C1=CC=NC2=CC(=CC=C12)C1(CC1)OCC)=O